2-trimethylsilylethyl-2-cyanoacetate C[Si](CCOC(CC#N)=O)(C)C